(R)-2-((3,3-diphenylallyl)amino)-2-phenylacetic acid C1(=CC=CC=C1)C(=CCN[C@@H](C(=O)O)C1=CC=CC=C1)C1=CC=CC=C1